(2S)-2-({[(9H-fluoren-9-yl)methoxy]carbonyl}amino)-3-(morpholin-4-yl)propanoic acid C1=CC=CC=2C3=CC=CC=C3C(C12)COC(=O)N[C@H](C(=O)O)CN1CCOCC1